(1S,3S,4R,5R)-3-hydroxy-6,8-dioxabicyclo[3.2.1]octan-4-yl 4-methylbenzenesulfonate CC1=CC=C(C=C1)S(=O)(=O)O[C@@H]1[C@H](C[C@H]2CO[C@@H]1O2)O